CC(COC(=O)CCCC(C(=O)OC1CC(N(C(C1)(C)C)C)(C)C)(C(=O)OC1CC(N(C(C1)(C)C)C)(C)C)C(=O)OC1CC(N(C(C1)(C)C)C)(C)C)(C)C1OCC2(CO1)COC(OC2)C(COC(=O)CCCC(C(=O)OC2CC(N(C(C2)(C)C)C)(C)C)(C(=O)OC2CC(N(C(C2)(C)C)C)(C)C)C(=O)OC2CC(N(C(C2)(C)C)C)(C)C)(C)C 3,9-bis[1,1-dimethyl-2-{tris(1,2,2,6,6-pentamethyl-4-piperidyloxycarbonyl)butylcarbonyloxy}ethyl]-2,4,8,10-Tetraoxaspiro[5.5]undecane